BrCC(=O)C12COC(C1)C2 2-bromo-1-{2-oxabicyclo[2.1.1]Hex-4-yl}ethan-1-one